3-cyclopentylpropyl acrylate C(C=C)(=O)OCCCC1CCCC1